[N+](=O)([O-])[S+](C1=CC=C(C=C1)O)CC1=CC=CC=C1 nitrobenzyl-4-hydroxy-phenylsulfonium